BrC1=CC(=C(C(=O)OCC)C=C1)C(CC)=O ethyl 4-bromo-2-propionylbenzoate